4-methyl-6-(pyrazol-1-yl)pyridin-3-ylboronic acid CC1=C(C=NC(=C1)N1N=CC=C1)B(O)O